C(C)N(CC(C)(O)C)CCO 1-(ethyl(2-hydroxyethyl)amino)-2-methylpropan-2-ol